1-(4-(3-((3R,5S)-3,5-dimethylcyclohexyl)-1,2,4-oxadiazol-5-yl)piperidin-1-yl)-2-(4-methyl-1,2,5-oxadiazol-3-yl)ethan-1-one C[C@H]1CC(C[C@H](C1)C)C1=NOC(=N1)C1CCN(CC1)C(CC1=NON=C1C)=O